3-chloro-4-(9-(3-chlorobenzyl)-6-(1-methylcyclopropoxy)-9H-purin-8-yl)phenol ClC=1C=C(C=CC1C=1N(C2=NC=NC(=C2N1)OC1(CC1)C)CC1=CC(=CC=C1)Cl)O